CN(N)NC=S 1-methylhydrazinothioformamide